COC(=O)C=1C=2CCC(C2C(=CC1F)Br)=C 7-bromo-5-fluoro-1-methylene-2,3-dihydro-1H-indene-4-carboxylic acid methyl ester